4-nitro-2,6-diacetylethynyl-pyridine [N+](=O)([O-])C1=CC(=NC(=C1)C(C)=O)C#CC(C)=O